ClC=1C=C(C=O)C=CC1O 3-chloro-4-hydroxy-benzaldehyde